O[C@H](COC=1C=C(C=CC1)S(=O)(=O)NC)CN[C@H]1COC2(C1)CCN(CC2)C2=NC(=CC(=N2)C)C2=CC=CC=C2 3-((S)-2-hydroxy-3-((R)-8-(4-methyl-6-phenylpyrimidin-2-yl)-1-oxa-8-azaspiro[4.5]decan-3-ylamino)propoxy)-N-methylbenzenesulfonamide